perfluoro-1,3,5-trimethyladamantane FC1(C2(C(C3(C(C(C(C1(C3(F)F)C(F)(F)F)(F)F)(C2(F)F)C(F)(F)F)(F)F)F)(F)F)C(F)(F)F)F